ethyl 3-(6-chloro-1-tosyl-1H-pyrrolo[2,3-b]pyridin-3-yl)cyclobutane-1-carboxylate ClC1=CC=C2C(=N1)N(C=C2C2CC(C2)C(=O)OCC)S(=O)(=O)C2=CC=C(C)C=C2